2-(4-aminocyclohexyl)ethan-1-ol NC1CCC(CC1)CCO